CN(C(=O)Cl)C1CNCCC1 N-methyl-N-(3-piperidyl)carbamoyl chloride